N-Benzyl-2-(5-(4-hydroxy-2,6-dimethylphenyl)pyridin-2-yl)acetamide C(C1=CC=CC=C1)NC(CC1=NC=C(C=C1)C1=C(C=C(C=C1C)O)C)=O